COC=1C=C(C=C(C1)OC)N1CC(=NC2=CC=CC=C12)C=1C=NN(C1)C1OCCCC1 N-(3,5-Dimethoxyphenyl)-3-(1-(tetrahydro-2H-pyran-2-yl)-1H-pyrazol-4-yl)quinoxaline